2,2,3,3-tetramethyl-N-[5-(5-methyl-1,2,4-oxadiazol-3-yl)-2-pyridinyl]cyclopropanecarboxamide CC1(C(C1(C)C)C(=O)NC1=NC=C(C=C1)C1=NOC(=N1)C)C